N[C@H](C(=O)O)CC1=CC=C(C=C1)C1=NOC(=N1)C=1C=C(C(=CC1)OC)C1=C(C=CC=C1)OC (S)-2-amino-3-(4-(5-(2',6-dimethoxybiphenyl-3-yl)-1,2,4-oxadiazol-3-yl)phenyl)propanoic acid